N1(C=CC=C1)C1=NC=CC=N1 (1H-pyrrol-1-yl)pyrimidin